S1C(=CC=C1)/C=C/C1=NN(C=C1)C(=O)NC1CN(CC1)C(=O)OC(C)(C)C (E)-tert-butyl 3-(3-(2-(thiophen-2-yl)vinyl)-1H-pyrazole-1-carboxamido)pyrrolidine-1-carboxylate